4b,9a-dichloro-2,3-difluoro-4b,9,9a,10-tetrahydroindeno[1,2-a]indene ClC12C(CC3=CC(=C(C=C13)F)F)(CC=1C=CC=CC12)Cl